FC=1C=CC=2C(=C(C=C3C(=NN(C23)C2=CC=CC=C2)C)OC)C1 7-fluoro-5-methoxy-3-methyl-1-phenyl-1H-benzo[g]indazole